C(C)(C)(C)OC(=O)N1C(CN(CC1C)C1=CN2C(=NC(=CC2=O)OS(=O)(=O)C2=CC=C(C)C=C2)S1)C 2,6-dimethyl-4-[5-oxo-7-(p-toluenesulfonyloxy)thiazolo[3,2-a]pyrimidin-2-yl]piperazine-1-carboxylic acid tert-butyl ester